CN1CCN(CC1)C1=NC=CC(=C1)NC=1N=CC2=C(N1)NC=C2C2=CC=1N(C=C2)N=CC1C(=O)N1CCCCC1 (5-(2-((2-(4-methylpiperazin-1-yl)pyridin-4-yl)amino)-7H-pyrrolo[2,3-d]pyrimidin-5-yl)pyrazolo[1,5-a]pyridin-3-yl)(piperidin-1-yl)methanone